4-amino-7-methoxy-2-methyl-2,3-dihydrobenzofuran-5-carboxylic acid methyl ester COC(=O)C=1C=C(C2=C(CC(O2)C)C1N)OC